4-[4-(5-amino-1H-pyrazol-3-yl)-3-methoxy-phenyl]-4-fluoro-piperidine-1-carboxylic acid tert-butyl ester C(C)(C)(C)OC(=O)N1CCC(CC1)(F)C1=CC(=C(C=C1)C1=NNC(=C1)N)OC